C(C)OC1=CC=C(C=C1)C1=C(C=C(C=C1)NC(=O)N1CCC(CC1)C)C=1N=NNN1 N-(4'-ethoxy-2-(2H-tetrazol-5-yl)-[1,1'-biphenyl]-4-yl)-4-methylpiperidine-1-carboxamide